C[Si](CCOCN1N=C2C(=C1)C(C1=CC=CC=C12)=O)(C)C 2-(2-trimethylsilylethoxymethyl)indeno[1,2-c]pyrazol-4-one